ClC1=CC2=C(C(C=3NC4=CC(=CC=C4C3C2)C#C)(C)C)C=C1N1CCN(CC1)C1CC1 9-Chloro-8-(4-cyclopropylpiperazin-1-yl)-3-ethynyl-6,6-dimethyl-5,6-dihydro-11H-benzo[b]carbazole